CC1=NC(=CC=C1S(=O)(=O)N1C[C@@H]2[C@H](C1)CC(C2)NC(OCC2=CC=CC=C2)=O)C(F)(F)F benzyl ((3aR,5s,6aS)-2-((2-methyl-6-(trifluoromethyl)pyridin-3-yl)sulfonyl)octahydrocyclopenta[c]pyrrol-5-yl)carbamate